C(CCCCCCCCC(C)C)OS(=O)(=O)C1=CC=CC=C1.[Mg] Magnesium Isododecylbenzene-sulfonate